NC1=C(C(=O)N[C@@H](C)C(=O)OCC2=CC=CC=C2)C=C(C=N1)C=1C=NN(C1)C benzyl (2-amino-5-(1-methyl-1H-pyrazol-4-yl)nicotinoyl)-L-alaninate